[N+](=O)([O-])C1=NN(C=N1)\N=N\N1N=C(N=C1)[N+](=O)[O-] (E)-1,2-bis(3-Nitro-1H-1,2,4-triazol-1-yl)diazene